NC1=C(C=C(C=N1)C1=CC=C(C=C1)C(=O)N1CCC(CC1)N)OC(C)C1=C(C(=CC=C1Cl)F)Cl (4-{6-amino-5-[1-(2,6-dichloro-3-fluoro-phenyl)-ethoxy]-pyridin-3-yl}-phenyl)-(4-amino-piperidin-1-yl)-methanone